C(C1=CC=CC=C1)C1(CCN(CC1)CC1=C(C(=NC=C1)C=1C=C2CN(C(C2=CC1)=O)C1C(NC(CC1)=O)=O)F)O 3-(5-(4-((4-benzyl-4-hydroxypiperidin-1-yl)methyl)-3-fluoropyridin-2-yl)-1-oxoisoindolin-2-yl)piperidine-2,6-dione